3-(4-(1-(5-((4-(4-bromo-7,7-dimethyl-5-oxo-5,7-dihydroindolo[1,2-a]quinazolin-10-yl)piperazin-1-yl)methyl)pyrimidin-2-yl)piperidin-4-yl)-2,6-difluorophenyl)piperidine-2,6-dione BrC=1C=2C(N=C3N(C2C=CC1)C1=CC(=CC=C1C3(C)C)N3CCN(CC3)CC=3C=NC(=NC3)N3CCC(CC3)C3=CC(=C(C(=C3)F)C3C(NC(CC3)=O)=O)F)=O